NCC[SiH2]C(OCC)OCC 2-Aminoethyl(diethoxymethylsilan)